(trifluoromethyl)-1H-pyrazolo[3,4-d]pyrimidin FC(F)(F)N1N=CC=2C1=NC=NC2